FC(CN1C(C=CC=C1)=O)(F)F 1-(2,2,2-trifluoroethyl)-1,2-dihydropyridin-2-one